2,3-dicyanoquinoxaline C(#N)C1=NC2=CC=CC=C2N=C1C#N